N-(5-(difluoromethoxy)-1H-pyrazol-3-yl)-1-((S)-1-((R)-tetrahydrofuran-3-yl)ethyl)-1H-pyrazolo[3,4-b]Pyrazin-6-amine FC(OC1=CC(=NN1)NC1=CN=C2C(=N1)N(N=C2)[C@@H](C)[C@@H]2COCC2)F